2-(2-cyclopropyl-4-methoxyphenyl)-8-hydroxy-7-methyl-3-(oxazol-5-ylmethyl)benzo[4,5]thieno[2,3-d]pyrimidin-4(3H)-one C1(CC1)C1=C(C=CC(=C1)OC)C=1N(C(C2=C(N1)SC1=C2C=CC(=C1O)C)=O)CC1=CN=CO1